ClC1=NC=C(C(=N1)SC)Cl 2,5-dichloro-4-methylsulfanyl-pyrimidine